N[C@@H]1C2=CC=CC=C2CC12CCN(CC2)C=2NC(C1=C(N2)NN=C1C1(C(C1)(F)F)C1=CC=CC=C1)=O 6-((S)-1-amino-1,3-dihydrospiro[indene-2,4'-piperidin]-1'-yl)-3-(2,2-difluoro-1-phenylcyclopropyl)-1,5-dihydro-4H-pyrazolo[3,4-d]pyrimidin-4-one